3,3'-diamino-p-terphenyl-4,4'-dicarboxylic acid NC=1C=C(C=CC1C(=O)O)C1=CC(C(C=C1)(C1=CC=CC=C1)C(=O)O)N